C(C(C)(C)C)NC(=O)C1=CC=CC(=N1)C(=O)[O-] 6-(neopentylcarbamoyl)picolinate